2-mercaptoethanesulfonate sodium salt [Na+].SCCS(=O)(=O)[O-]